5-((5-oxo-6-(2-oxo-1-phenyl-2-(thiazol-2-ylamino)ethyl)-6,7-dihydro-5H-pyrrolo[3,4-b]pyridin-3-yl)ethynyl)picolinamide O=C1N(CC2=NC=C(C=C21)C#CC=2C=CC(=NC2)C(=O)N)C(C(NC=2SC=CN2)=O)C2=CC=CC=C2